8-bromo-5-fluoroquinolin-4(1H)-one BrC=1C=CC(=C2C(C=CNC12)=O)F